C(C)N1N=C(C(=C1)C=1C2=C(N=CN1)C=C(C=N2)OC)C2=CC=CC=C2 4-(1-ethyl-3-phenyl-1H-pyrazol-4-yl)-7-methoxypyrido[3,2-d]pyrimidin